4-fluoro-N-[(1s,4s)-4-{[2-(difluoromethyl)imidazo[1,2-a]pyridin-5-yl]amino}cyclohexyl]benzamide FC1=CC=C(C(=O)NC2CCC(CC2)NC2=CC=CC=3N2C=C(N3)C(F)F)C=C1